FC(F)C=1N(C(C=CC1C(=O)O)=O)C (difluoromethyl)-1-methyl-6-oxo-1,6-dihydropyridine-3-carboxylic acid